1-cyclopropyl-8-ethoxy-6-fluoro-7-((4aS,7aS)-hexahydro-1H-pyrrolo[3,4-b]pyridin-6(2H)-yl)-4-oxo-1,4-dihydroquinoline-3-carboxylic acid hydrochloride Cl.C1(CC1)N1C=C(C(C2=CC(=C(C(=C12)OCC)N1C[C@H]2NCCC[C@H]2C1)F)=O)C(=O)O